2,2'-(oxybis(methylene))bis(2-isopropylpropane-1,3-diol) O(CC(CO)(CO)C(C)C)CC(CO)(CO)C(C)C